4-hydroxy-1-methyl-3-[4-(trifluoromethyl)benzoyl]quinoline OC1=C(CN(C2=CC=CC=C12)C)C(C1=CC=C(C=C1)C(F)(F)F)=O